C(C)(C)(C)OC1=NC(=CC(=C1)N1[C@@H](COCC1)C)N1C(CN(CC1)S(=O)(=O)N1CCCCC1)C(F)(F)F (3R)-4-[2-tert-butoxy-6-[4-(1-piperidylsulfonyl)-2-(trifluoromethyl)piperazin-1-yl]-4-pyridinyl]-3-methyl-morpholine